BrC1=CC=C(C=C1)[C@@H](C(F)(F)F)N(C(=O)C1CCC(CC1)C#N)C (1r,4r)-N-[(1S)-1-(4-bromophenyl)-2,2,2-trifluoroethyl]-4-cyano-N-methylcyclohexane-1-carboxamide